[1,2,4]triazolo[1,5-a]pyridine-5-carbaldehyde N=1C=NN2C1C=CC=C2C=O